5-Fluoro-7-(((trans)-2-fluorocyclopentyl)amino)-2-((((trans)-4-hydroxycyclohexyl)thio)methyl)quinazolin-4(3H)-one FC1=C2C(NC(=NC2=CC(=C1)N[C@H]1[C@@H](CCC1)F)CS[C@@H]1CC[C@H](CC1)O)=O